P(=O)(O)(O)O.C=1(C(=CC=CC1)C)C.C=1(C(=CC=CC1)C)C.C=1(C(=CC=CC1)C)C tri-xylene phosphate